3-trifluoromethoxyphenyl-boric acid FC(OC=1C=C(C=CC1)OB(O)O)(F)F